β-methacryloxyethyl-trimethyl-ammonium C(C(=C)C)(=O)OCC[N+](C)(C)C